N=1N(N=CC1)CC(=O)C=1C=CC(=C(C1)N1C(=NC2=CC=CC=C2C1=O)CN1CC2CCC(C1)N2C(COC2=CC=C(C=C2)C(F)(F)F)=O)OC(C)C 3-(5-(2-(2H-1,2,3-Triazol-2-yl)acetyl)-2-isopropoxyphenyl)-2-((8-(2-(4-(trifluoromethyl)phenoxy)acetyl)-3,8-diazabicyclo[3.2.1]octan-3-yl)methyl)quinazolin-4(3H)-one